OC1=CC=C(C=C1)C1=C(C(=C(C=C1)C(C)C)C(C)C)C1=CC=C(C=C1)O bis(4-hydroxyphenyl)-o-diisopropylbenzene